[Br-].[Br-].[Br-].C(=N)N.[Pb+3] lead formamidine tri-bromide